N-[(4,5-Dichloro-2-thienyl)carbonyl]isoleucin-2,2,2-trifluoroethylester FC(COC([C@@H](NC(=O)C=1SC(=C(C1)Cl)Cl)[C@@H](C)CC)=O)(F)F